C(C)(C)(C)C=1C=C(C(=O)O)C(=CC1F)OCOC 3-(tert-butyl)-4-fluoro-6-(methoxymethoxy)benzoic acid